(E)-4-pyrrolidin-1-ylbut-2-enoic acid N1(CCCC1)C/C=C/C(=O)O